CN1C2=C(C=C(C1=O)C(=O)O)[C@H](CC2)C (5S)-1,5-dimethyl-2-oxo-6,7-dihydro-5H-cyclopenta[b]pyridine-3-carboxylic acid